BrC=1C=2C(C=3C(=NC(=NC3C1)Cl)N1C3CN(CC1CC3)CC(C)OCOC)=CN(N2)C 4-bromo-7-chloro-9-[3-[2-(methoxymethoxy)propyl]-3,8-diazabicyclo[3.2.1]octan-8-yl]-2-methyl-pyrazolo[4,3-f]quinazoline